CN1N=C(C2=NC(=CC(=C21)CO)N2[C@@H](COCC2)C)C2=NNC=C2 [1-Methyl-5-((R)-3-methyl-morpholin-4-yl)-3-(1H-pyrazol-3-yl)-1H-pyrazolo[4,3-b]pyridin-7-yl]-methanol